FC1=C(C=C(C(=C1)C(CCO)(C)C)O)CC(=O)NC1=CC(=NC=C1)C(=O)NC1(CC1)C(F)(F)F 4-[[2-[2-Fluoro-5-hydroxy-4-(3-hydroxy-1,1-dimethyl-propyl)phenyl]acetyl]amino]-N-[1-(trifluoromethyl)cyclopropyl]pyridine-2-carboxamide